COC(=O)C1=C2C(=NC(=C1)N1[C@@H](COCC1)C)C=NN2C (R)-1-methyl-5-(3-methylmorpholinyl)-1H-pyrazolo[4,3-b]pyridine-7-carboxylic acid methyl ester